3-(6-fluoro-5-((4-(4-((1R,2S)-6-hydroxy-2-phenyl-1,2,3,4-tetrahydronaphthalen-1-yl)phenyl)piperazin-1-yl)methyl)-1-oxoisoindolin-2-yl)piperidine-2,6-dione FC1=C(C=C2CN(C(C2=C1)=O)C1C(NC(CC1)=O)=O)CN1CCN(CC1)C1=CC=C(C=C1)[C@H]1[C@H](CCC2=CC(=CC=C12)O)C1=CC=CC=C1